O=C1N[C@]2(CCN[C@H]2COC2CCC(CC2)C2=C(OCCCC(=O)O)C=CC=C2)COC1 |o1:3,7| 4-{2-[(1s,4s)-4-{[rel-(1R,5S)-7-oxo-9-oxa-2,6-diazaspiro[4.5]decan-1-yl]methoxy}cyclohexyl]phenoxy}butanoic acid